[C@H](C)(CC)[C@@H]1N(CC2=C(NC1=O)C=CC=C2)C(COC2=C(C(=O)N)C=CC=C2)=O 2-(2-((S)-3-((S)-sec-butyl)-2-oxo-1,2,3,5-tetrahydro-4H-benzo[e][1,4]diazepin-4-yl)-2-oxoethoxy)benzamide